1,3-bis(carboxymethyl)-1H-imidazol-3-ium C(=O)(O)CN1C=[N+](C=C1)CC(=O)O